FC(OC1=NC=CC(=C1)CNC(=O)N[C@]1([C@@H](C1)C1=CC=CC=C1)C)F |r| 1-[[2-(difluoromethoxy)pyridin-4-yl]methyl]-3-[rac-(1R,2S)-1-methyl-2-phenylcyclopropyl]urea